copper-gallium sulfur zinc sulfide [S-2].[Zn+2].[S+2].[Ga+3].[Cu+2]